FC1=C(C(=CC=C1)F)C=1OC=2N=C3N(C(C2N1)=O)CCC3 2-(2,6-difluorophenyl)-6,7-dihydrooxazolo[5,4-D]pyrrolo[1,2-a]pyrimidin-9(5H)-one